C1(CC1)NC(C([C@H](C[C@H]1C(N[C@@H](C1)C)=O)NC(=O)C=1C(=NC=C(C1)F)NC(C1=CC(=CC=C1)C(F)(F)F)=O)=O)=O N-[(1S)-3-(cyclopropylamino)-1-[[(3S,5R)-5-methyl-2-oxo-pyrrolidin-3-yl]methyl]-2,3-dioxo-propyl]-5-fluoro-2-[[3-(trifluoromethyl)benzoyl]amino]pyridine-3-carboxamide